C(C1=CC=CC=C1)OC1=NC(=CC=C1C1=NN(C2=C(C=CC=C12)N1CCN(CC1)C[C@@H]1[C@@H](CN(CC1)C(=O)OC(C)(C)C)C)C)OCC1=CC=CC=C1 tert-butyl (3S,4S)-4-((4-(3-(2,6-bis(benzyloxy)pyridin-3-yl)-1-methyl-1H-indazol-7-yl)piperazin-1-yl)methyl)-3-methylpiperidine-1-carboxylate